4-bromo-5-((1-methylpiperidin-4-yl)amino)-3-(2-oxoethyl)furo[2,3-c]pyridine-2-carbonitrile BrC1=C2C(=CN=C1NC1CCN(CC1)C)OC(=C2CC=O)C#N